(2S,4R)-1-((S)-2-(5-chlorovaleramido)-3,3-dimethylbutyryl)-4-hydroxy-N-(4-(4-methylthiazol-5-yl)benzyl)pyrrolidine-2-carboxamide ClCCCCC(=O)N[C@H](C(=O)N1[C@@H](C[C@H](C1)O)C(=O)NCC1=CC=C(C=C1)C1=C(N=CS1)C)C(C)(C)C